NC1=CC2=CN(N=C2C=C1C=1C=NC(=CC1)C(F)(F)F)CCC(C)(O)C 4-(5-amino-6-(6-(trifluoromethyl)pyridin-3-yl)-2H-indazol-2-yl)-2-methylbutan-2-ol